6-acrylamido-2-(4-phenoxyphenyl)-4H-benzo[4,5]imidazo[1,2-b]pyrazole-3-carboxamide C(C=C)(=O)NC=1C=CC2=C(NC=3N2N=C(C3C(=O)N)C3=CC=C(C=C3)OC3=CC=CC=C3)C1